C(C)C1=C(C(=CC=C1)OC)S(=O)(=O)N 2-ethyl-6-methoxybenzene-1-sulfonamide